ClC1=C(C(=O)NC2=C3C=NN(C3=CC=C2)CC)C=C(C=C1)CNC(C(CO)(C)C)=O 2-chloro-N-(1-ethyl-1H-indazol-4-yl)-5-{[(3-hydroxy-2,2-dimethylpropionyl)amino]methyl}benzamide